Cl.N[C@@H](CC(=O)OCC)C=1C=C(C=C(C1F)C)C1=C(C=C(C=C1C)OC)C ethyl (S)-3-amino-3-(4-fluoro-4'-methoxy-2',5,6'-trimethyl-[1,1'-biphenyl]-3-yl)propanoate hydrochloride